C=C.[Ni+2] Nickel(II) Ethylene